aminoethyl-gamma-aminopropyltriethoxysilane NCCC(C)O[Si](OCC)(OCC)CCCN